[N+](=O)([O-])CCCCC1=CC=CC=C1 nitron-Butyl-benzene